N-[(1E)-(dimethylamino)methylidene]-5-fluoro-2-methoxybenzamide CN(C)\C=N\C(C1=C(C=CC(=C1)F)OC)=O